6-bromo-4-methylheptyloxynonyloxymethyl ether BrC(CC(CCCOCCCCCCCCCOCOCOCCCCCCCCCOCCCC(CC(C)Br)C)C)C